tert-butyl 1-oxido-6,8-dihydro-5H-1,7-naphthyridin-1-ium-7-carboxylate [O-][N+]1=CC=CC=2CCN(CC12)C(=O)OC(C)(C)C